CC(CN1N=CC(=C1)C=1C=CC(=NC1C1=CC=C2C=C(N=NC2=C1)OC)C#N)(C)C 5-[1-(2,2-dimethylpropyl)-1H-pyrazol-4-yl]-6-(3-methoxycinnolin-7-yl)pyridine-2-carbonitrile